N-(4-{1-[(4-chlorobenzene-1-carbonyl)amino]cyclobutyl}phenyl)pyrimidine-5-carboxamide ClC1=CC=C(C=C1)C(=O)NC1(CCC1)C1=CC=C(C=C1)NC(=O)C=1C=NC=NC1